phenyl salicylate (Phenylsalicylate) C1(=CC=CC=C1)OC=1C(C(=O)O)=CC=CC1.C(C=1C(O)=CC=CC1)(=O)OC1=CC=CC=C1